C[C@@]12O[C@H]3C[C@@H]1C[C@@H](C2)[C@H]3C (2S,3as,5S,6as,7R)-6a,7-dimethylhexahydro-2H-2,5-methanocyclopenta[b]furan